ClC1=C(C(=CC=C1)F)N1C(C2=CC=C(C=C2C(=C1)C(C)C)N1N=C(N(C1=O)CC)CO)=O (2-chloro-6-fluorophenyl)-6-(4-ethyl-3-(hydroxymethyl)-5-oxo-4,5-dihydro-1H-1,2,4-triazol-1-yl)-4-isopropylisoquinolin-1(2H)-one